BrC1=CC=C2C(=CNC2=C1OC)C=O 6-BROMO-7-METHOXYINDOLE-3-CARBOXALDEHYDE